N=1C=NN2C=NC=3C=CC=C(C3C21)C#N [1,2,4]triazolo[1,5-c]quinazoline-10-carbonitrile